NCCNCCC[Si](OCC)(OCC)OCC 3-(2-aminoethyl)Aminopropyltriethoxysilane